COC1=C(CN(C(OC(C)(C)C)=O)C=2N=NC=C(C2)CC2C(N(CC2)CC2=C(C=C(C=C2)OC)OC)=O)C=CC(=C1)OC tert-butyl (2,4-dimethoxybenzyl)(5-((1-(2,4-dimethoxybenzyl)-2-oxopyrrolidin-3-yl)methyl)pyridazin-3-yl)carbamate